amino-N-[(dimethylamino)methylidene]-2-[5-(trifluoromethyl)pyridin-3-yl]-benzenesulfonamide NC=1C(=C(C=CC1)S(=O)(=O)N=CN(C)C)C=1C=NC=C(C1)C(F)(F)F